OC1=C(C=C(C=C1C(C1=CC=CC=C1)(C)C)C(CC(C)(C)C)(C)C)N1N=C2C(=N1)C=CC=C2 2-[2'-hydroxy-3'-(α,α-dimethyl-benzyl)-5'-(1,1,3,3-tetramethylbutyl)-phenyl]benzotriazole